(1s,4s)-4-(2-(4,4-difluorocyclohexylamino)-8-(2,6-difluorophenylamino)-9H-purin-9-yl)cyclohexanecarboxamide FC1(CCC(CC1)NC1=NC=C2N=C(N(C2=N1)C1CCC(CC1)C(=O)N)NC1=C(C=CC=C1F)F)F